N-(5-formyl-1-(4-(trifluoromethyl)phenyl)-1,2,3,4-tetrahydroquinolin-3-yl)acrylamide C(=O)C1=C2CC(CN(C2=CC=C1)C1=CC=C(C=C1)C(F)(F)F)NC(C=C)=O